1-[[6-fluoro-4-[3-(trifluoromethyl)-7,8-dihydro-5H-1,6-naphthyridin-6-yl]quinazolin-2-yl]amino]-2-methyl-propan-2-ol FC=1C=C2C(=NC(=NC2=CC1)NCC(C)(O)C)N1CC=2C=C(C=NC2CC1)C(F)(F)F